C(#N)C1([C@H]2COC[C@@H]12)N1C(=CC2=CC(=CC=C12)[C@@H]1CC(OCC1)(C)C)C(=O)N(C1=CC=CC=C1)C 1-((1R,5S,6r)-6-cyano-3-oxabicyclo[3.1.0]hexane-6-yl)-5-((S)-2,2-dimethyltetrahydro-2H-pyran-4-yl)-N-methyl-N-phenyl-1H-indole-2-carboxamide